Cl.Cl.FC(CN[C@@H]1CC[C@H](CC1)N)F trans-N1-(2,2-difluoroethyl)cyclohexane-1,4-diamine dihydrochloride